C(C)(=O)OCCC(=O)N1OC(CC(=N1)CCCCC)CCCCC 3-(4,6-dipentyl-5,6-dihydro-2H-1,2,3-oxadiazin-2-yl)-3-oxopropyl acetate